CC1CCC(N(C1)C(C(=O)OC)=O)C=1C=C2COC3(C2=CC1)CC3 methyl 2-(5-methyl-2-(3'H-spiro[cyclopropane-1,1'-isobenzofuran]-5'-yl)piperidin-1-yl)-2-oxoacetate